COC1=CC(=C(C=N1)N)C1=CC=CC=C1 6-Methoxy-4-phenylpyridin-3-amine